4-[[(3S)-3-[4-[2-(2-amino-3-pyridyl)-5-(2-fluorophenyl)imidazo[4,5-b]pyridin-3-yl]phenyl]pyrrolidin-1-yl]methyl]cyclohexanecarboxylic acid NC1=NC=CC=C1C1=NC=2C(=NC(=CC2)C2=C(C=CC=C2)F)N1C1=CC=C(C=C1)[C@H]1CN(CC1)CC1CCC(CC1)C(=O)O